COC1=C2[C@H]3C(C(OC2=CC(=C1)C[C@@H](CC)C)(C)C)CC=C(C3)C (10Ar)-1-methoxy-6,6,9-trimethyl-3-[(2R)-2-methylbutyl]-6a,7,10,10a-tetrahydrobenzo[c]chromene